C(C1=CC=CC=C1)N1CCC(CC1)NC(CCC1=NN=C2N1N=C(C=C2)N2CCCCC2)=O N-(1-benzyl-4-piperidinyl)-3-[6-(1-piperidinyl)-[1,2,4]triazolo[4,3-b]pyridazin-3-yl]propionamide